ClCC(C#N)(NC1=CC=C(C=C1)C)CCl 3-chloro-2-chloromethyl-2-(4-methylphenyl)aminopropionitrile